2-(2-bromo-4-nitrophenyl)acetonitrile BrC1=C(C=CC(=C1)[N+](=O)[O-])CC#N